C12CN(CC(CC1)O2)C2=C(C=C(N)C=C2)F 4-(8-oxa-3-azabicyclo[3.2.1]octan-3-yl)-3-fluoroaniline